NC=1N=C(C2=C(N1)C=CN2CC2=CC=C(C(=O)OC)C=C2)NCCOCC Methyl 4-({2-amino-4-[(2-ethoxyethyl)amino]-5H-pyrrolo[3,2-d]pyrimidin-5-yl}methyl)benzoate